3-amino-4-(7-fluoro-1H-indazol-4-yl)-6-(3,3,3-trifluoro-2,2-dimethylpropoxy)-1H-1,7-phenanthrolin-2-one NC=1C(NC2=C3C=CC=NC3=C(C=C2C1C1=C2C=NNC2=C(C=C1)F)OCC(C(F)(F)F)(C)C)=O